2,4-bistrifluoromethylbenzoic acid FC(C1=C(C(=O)O)C=CC(=C1)C(F)(F)F)(F)F